tert-butyl (2-cyclopropyl-3-fluoro-4-(4,4,5,5-tetramethyl-1,3,2-dioxaborolan-2-yl)benzyl)carbamate C1(CC1)C1=C(CNC(OC(C)(C)C)=O)C=CC(=C1F)B1OC(C(O1)(C)C)(C)C